C12(CC3CC(CC(C1)C3)C2)P(CCCC)C23CC1CC(CC(C2)C1)C3 di-adamantyl-butyl-phosphine